3-(1-oxo-5-(2,3,4,5-tetrahydro-1H-benzo[c]azepine-2-carbonyl)isoindolin-2-yl)piperidine-2,6-dione O=C1N(CC2=CC(=CC=C12)C(=O)N1CC2=C(CCC1)C=CC=C2)C2C(NC(CC2)=O)=O